(2,6-dimethylphenyl)-4-(5-fluoro-2-hydroxyphenyl)-1-mesityl-3-(4-nitrophenyl)-5,6-dihydro-1H-pyrrolo[3,4-b]pyridine-2,7-dione CC1=C(C(=CC=C1)C)C1NC(C=2N(C(C(=C(C21)C2=C(C=CC(=C2)F)O)C2=CC=C(C=C2)[N+](=O)[O-])=O)C2=C(C=C(C=C2C)C)C)=O